Methyl (2-(2-oxopyrrolidin-1-yl)ethyl) fumarate C(\C=C\C(=O)OCCN1C(CCC1)=O)(=O)OC